(piperidin-4-ylmethyl)-1,3-dihydro-2H-benzo[d]imidazol-2-one N1CCC(CC1)CN1C(NC2=C1C=CC=C2)=O